methyl [3-benzyloxy-5-[pent-1-enyl]phenyl]acetate C(C1=CC=CC=C1)OC=1C=C(C=C(C1)C=CCCC)CC(=O)OC